3,7-Diformylphenoxazine C(=O)C=1C=CC=2NC3=CC=C(C=C3OC2C1)C=O